N-(4-(6-aminopyridin-3-yl)-3-methylphenyl)-2-(3,5-difluorophenyl)-2-hydroxyacetamide NC1=CC=C(C=N1)C1=C(C=C(C=C1)NC(C(O)C1=CC(=CC(=C1)F)F)=O)C